BrC=1C(=C2C(=NC1)N=C(N2)C2=C(N(C(=C2)C)C=2C(=C(C=CC2)C(C(=O)N)CN(C)C)C)C)N[C@@H]2CN(CC2)S(=O)(=O)CC (3-(3-(6-bromo-7-(((S)-1-(ethylsulfonyl)pyrrolidin-3-yl)amino)-1H-imidazo[4,5-b]pyridin-2-yl)-2,5-dimethyl-1H-pyrrol-1-yl)-2-methylphenyl)-3-(dimethylamino)propanamide